N2-(4-amino-3-methyl-phenyl)-N4-[2-(6-methyl-2-pyridyl)pyrimidin-4-yl]pyrimidine-2,4-diamine NC1=C(C=C(C=C1)NC1=NC=CC(=N1)NC1=NC(=NC=C1)C1=NC(=CC=C1)C)C